CN1N=NN=C1C1=CC=C(C=C1)O 4-(1-Methyltetrazol-5-yl)phenol